FC1=CC=C(C=C1)N1N=CC2=CC(=C(C=C12)C)C12C(CN(C1)S(=O)(=O)C)CC(=C2)C2=CC=CC=C2 1-(4-fluorophenyl)-6-methyl-5-(2-(methylsulfonyl)-5-phenyl-2,3,6,6a-tetrahydrocyclopenta[c]pyrrol-3a(1H)-yl)-1H-indazole